CN1N=CC2=CC=C(C=C12)C=1C2=C(NN1)C1=C(C2)SC(=C1)C=1C=CC(=NC1)N 5-(3-(1-methyl-1H-indazol-6-yl)-1,4-dihydro-thieno[2',3':4,5]cyclopenta[1,2-c]pyrazol-6-yl)pyridin-2-amine